methyl 4-(5-fluoro-6-nitro-1,3-benzoxazol-2-yl)cyclohexanecarboxylate FC=1C(=CC2=C(N=C(O2)C2CCC(CC2)C(=O)OC)C1)[N+](=O)[O-]